5,6,7,8-tetrahydro-2,4-dimethylquinoline CC1=NC=2CCCCC2C(=C1)C